[N+](=O)([O-])C=1C=C(C=CC1)C1=NC2=C(N1)C=CC=C2 2-(3-nitrophenyl)-1H-benzimidazole